(5aS,8aR)-2-((R)-3-methylmorpholino)-5,5a,6,7,8,8a-hexahydro-4H-cyclopenta[e]pyrazolo[1,5-a]pyrazin-4-one C[C@@H]1COCCN1C1=NN2C(C(N[C@@H]3[C@H]2CCC3)=O)=C1